(4R)-1-methyl-4-(1-methylvinyl)-cyclohexene CC1=CC[C@@H](CC1)C(=C)C